FC1C2=CCN(C2=C(C=C1)C(=O)NC1CC2(CC(C2)C(=O)O)C1)CC1=CC2=CC=CC=C2C=C1 (Ra)-6-(4-fluoro-1-(naphthalen-2-ylmethyl)-4H-indole-7-carboxamido)spiro[3.3]heptane-2-carboxylic acid